[Cl-].CN1C(N(C=C1)CC1=CC=C(C=C1)C=C)C 1,2-dimethyl-3-(4-vinylbenzyl)imidazole chloride